((((3aR,4R,6R,6aR)-6-(6-chloro-4-(((S)-1-(2-fluorophenyl)ethyl)amino)-1H-pyrazolo[3,4-b]pyridin-1-yl)-2,2-dimethyltetrahydrofuro[3,4-d][1,3]dioxol-4-yl)methoxy)methyl)phosphonic acid ClC1=CC(=C2C(=N1)N(N=C2)[C@@H]2O[C@@H]([C@@H]1[C@H]2OC(O1)(C)C)COCP(O)(O)=O)N[C@@H](C)C1=C(C=CC=C1)F